ClC=1C=C(C=C(C1)NS(=O)(=O)C)NC(=O)C1=CN(C(=C1)C)C1=NC=C(C=C1F)N1CC2(CC2(F)F)CC1 N-(3-chloro-5-(methylsulfonamido)phenyl)-1-(5-(1,1-difluoro-5-azaspiro[2.4]heptan-5-yl)-3-fluoropyridin-2-yl)-5-methyl-1H-pyrrole-3-carboxamide